CC1=C2C(=CC=3C=4C=C(C=CC4N(C13)C)OC[C@@H](C)NC(OC(C)(C)C)=O)C=NC=C2 (R)-tert-butyl (1-((5,6-dimethyl-6H-pyrido[4,3-b]carbazol-9-yl)oxy)propan-2-yl)carbamate